C(C(=C)C)(=O)OCC1OCC1CC 2-(methacryloyloxymethyl)3-ethyl-oxetane